OCCN1C(C2=CC=C(C=C2CC1(C(F)(F)F)NC1=CC=CC=C1)C1=CC=CC=C1)=O 2-(2-Hydroxyethyl)-6-phenyl-3-(phenylamino)-3-(trifluoromethyl)-3,4-dihydroisoquinolin-1(2H)-one